1-(furan-2-yl)-5-(5-methylfuran-2-yl)pentan-3-one O1C(=CC=C1)CCC(CCC=1OC(=CC1)C)=O